3-((3S,4S)-4-Amino-3-methyl-2-oxa-8-azaspiro-[4.5]decan-8-yl)-6-((2-chloro-3-methylphenyl)thio)pyrazin-2(1H)-on N[C@@H]1[C@@H](OCC12CCN(CC2)C=2C(NC(=CN2)SC2=C(C(=CC=C2)C)Cl)=O)C